Bis(3,5-diethyl-4-maleimidophenyl)methane C(C)C=1C=C(C=C(C1N1C(C=CC1=O)=O)CC)CC1=CC(=C(C(=C1)CC)N1C(C=CC1=O)=O)CC